1-N-(4-((4-methylpyrrolidin-3-yl)methoxy)phenyl)methanesulfonamide CC1C(CNC1)COC1=CC=C(C=C1)NS(=O)(=O)C